FC(COCC1OC1)(C(C(F)(F)F)F)F 2-(2,2,3,4,4,4-Hexafluorobutoxymethyl)oxirane